(S)-N-(1-((4,4-dimethylcyclohexyl)amino)-1-oxopropan-2-yl)-3-hydroxy-4-methoxypicolinamide CC1(CCC(CC1)NC([C@H](C)NC(C1=NC=CC(=C1O)OC)=O)=O)C